(4-phenyl-1,5,6,7-tetrahydro-s-indacen-1-yl)Dimethyl-Indene C1(=CC=CC=C1)C1=C2C=CC(C2=CC=2CCCC12)C1=C(C(C2=CC=CC=C12)C)C